ClC1=NC=C(C(=N1)NC1(CCN(CC1)C(=O)OC(C)(C)C)C#N)[N+](=O)[O-] tert-butyl 4-((2-chloro-5-nitropyrimidin-4-yl) amino)-4-cyanopiperidine-1-carboxylate